CN(C1CCC2(CCN(CC2)C(CC2=CC=C(C#N)C=C2)=O)CC1)C=1C2=C(N=CN1)NC=C2 4-(2-{9-[Methyl-(7H-pyrrolo[2,3-d]pyrimidin-4-yl)-amino]-3-aza-spiro[5.5]undec-3-yl}-2-oxoethyl)-benzonitrile